2-((4-(4-hydroxy-piperidin-1-yl)pyridin-2-yl)amino)benzo[d]-thiazole-6-carbonitrile OC1CCN(CC1)C1=CC(=NC=C1)NC=1SC2=C(N1)C=CC(=C2)C#N